8-azido-3-(trifluoromethyl)-7,8-dihydro-5H-pyrano[4,3-b]pyridine N(=[N+]=[N-])C1COCC=2C1=NC=C(C2)C(F)(F)F